C(C)(C)(C)OC(=O)N[C@@H](C(C)C)C(=O)O[C@@H]1[C@H](O[C@]([C@@H]1O)(C1=CC=C2C(=NC=NN21)NC(C(C)C)=O)C#N)COC(CC2CCCCC2)=O (2R,3S,4R,5R)-5-cyano-2-((2-cyclohexylacetoxy)methyl)-4-hydroxy-5-(4-isobutyramidopyrrolo[2,1-f][1,2,4]triazin-7-yl)tetrahydrofuran-3-yl (tert-butoxycarbonyl)-L-valinate